COC(C(=O)OCC)(C)C ethyl α-methoxyisobutyrate